C(C)(C)(C)OC(=O)N1CC(C1)C(=O)NC=1C=CC(=C(C(=O)O)C1)C 5-[(1-tert-butoxycarbonylazetidine-3-carbonyl)amino]-2-methyl-benzoic acid